2,7-dioctyl-1-benzothiophene C(CCCCCCC)C=1SC2=C(C1)C=CC=C2CCCCCCCC